3,3'-Bis(5-bromo-6-octylthieno[3,2-b]thiophen-2-yl)-5,5'-bis(2-hexyldecyl)-4H,4'H-[1,1'-bithieno[3,4-c]pyrrole]-4,4',6,6'(5H,5'H)-tetraone BrC1=C(C=2SC(=CC2S1)C=1SC(=C2C(N(C(C21)=O)CC(CCCCCCCC)CCCCCC)=O)C=2SC(=C1C2C(N(C1=O)CC(CCCCCCCC)CCCCCC)=O)C1=CC2=C(S1)C(=C(S2)Br)CCCCCCCC)CCCCCCCC